C1(=CC=CC=C1)C(C)C1=C(C=C(C=C1)O)O 4-(1-phenyl-ethyl)-1,3-benzenediol